2-(5-azaspiro[3.4]octan-5-yl)-N-((2-(trifluoromethyl)pyridin-3-yl)methyl)pyrido[2,3-d]pyrimidin-4-amine C1CCC12N(CCC2)C=2N=C(C1=C(N2)N=CC=C1)NCC=1C(=NC=CC1)C(F)(F)F